(tert-butyl 1-(((3-(isopropylthio) pyridin-2-yl) methyl) amino)-2-methyl-1-oxopropan-2-yl) carbamate C(N)(OC(C(=O)NCC1=NC=CC=C1SC(C)C)(CC(C)(C)C)C)=O